4-[5-(3,4-difluorophenyl)-6-(2-methoxy-1,1-dimethyl-ethyl)-1H-pyrrolo[2,3-f]indazol-7-yl]-3,5-dimethoxy-benzoic Acid FC=1C=C(C=CC1F)N1C(=C(C2=C1C=C1C=NNC1=C2)C2=C(C=C(C(=O)O)C=C2OC)OC)C(COC)(C)C